4-(tert-butyl)-N-(3-fluoro-4-(5-methoxypyrid-3-yl)-5-(2H-tetrazol-5-yl)phenyl)piperidine-1-carboxamide C(C)(C)(C)C1CCN(CC1)C(=O)NC1=CC(=C(C(=C1)C=1N=NNN1)C=1C=NC=C(C1)OC)F